(S)-6-allyl-2-((4-((2-hydroxy-1-phenylethyl)amino)-5-(5-(2-hydroxypropan-2-yl)-1,3,4-oxadiazol-2-yl)pyrimidin-2-yl)amino)-7,7-dimethyl-6,7-dihydro-5H-pyrrolo[3,4-b]pyridin-5-one C(C=C)N1C(C2=NC(=CC=C2C1=O)NC1=NC=C(C(=N1)N[C@H](CO)C1=CC=CC=C1)C=1OC(=NN1)C(C)(C)O)(C)C